2-methyl-6-(tetrahydrofuran-3-yl)-3,6-dihydro-4H-[1,4]oxazino[3,2-g]quinazoline CC1=NC2=CC3=C(C=C2CN1)N(C=CO3)C3COCC3